N,N,N',N'-Tetramethyl-O-(bicyclo[2.2.1]hept-5-en-2,3-dicarboximido)uronium tetrafluoroborat F[B-](F)(F)F.C[N+](=C(ON1C(=O)C2C3C=CC(C2C1=O)C3)N(C)C)C